F.C(C1=CC=CC=C1)(=O)OC1=C(C=C(C=C1)C[C@@H](C(OC(CC)CC)=O)NC(=O)C1NCCC1)OC(C1=CC=CC=C1)=O 4-((2S)-3-oxo-3-(pentan-3-yloxy)-2-(pyrrolidine-2-carboxamido)propyl)-1,2-phenylene Dibenzoate Hydrofluoride